C(=C=C)N(S(=O)(=O)C1=CC=C(C=C1)C)C1=C(C=CC=C1)I N-allenyl-N-(2-iodophenyl)p-methylbenzenesulfonamide